C(#N)CO\N=C(/C#N)\C1=CC=CC=C1 (Z)-cyanomethoxyimino-(phenyl)acetonitrile